N-hexanoyl-Glutamic acid C(CCCCC)(=O)N[C@@H](CCC(=O)O)C(=O)O